tert-Butyl 2-(6-(3-(aminomethyl)phenyl)-2-oxo-3-(phenethylamino)pyrazin-1(2H)-yl)acetate hydrochloride Cl.NCC=1C=C(C=CC1)C1=CN=C(C(N1CC(=O)OC(C)(C)C)=O)NCCC1=CC=CC=C1